ClC=1C=C(NC2(CCC3(C(CC4=CC=CC=C34)CCCOC3=C4C(=NC=C3)C=C(S4)C)CC2)C(=O)OC)C=CC1 methyl (1r,4r)-4-(3-chloroanilino)-2'-{3-[(2-methylthieno[3,2-b]pyridin-7-yl)oxy]propyl}-2',3'-dihydrospiro[cyclohexane-1,1'-indene]-4-carboxylate